FC=1C=C(C(=NC1)OC)C1C2CC2CN1 2-(5-fluoro-2-methoxypyridin-3-yl)-3-azabicyclo[3.1.0]hexane